2-methyl-1-(3-nitroquinolin-4-ylamino)propan-2-ol CC(CNC1=C(C=NC2=CC=CC=C12)[N+](=O)[O-])(C)O